COC=1C=C(C=CC1C)NC(=O)[C@H]1C[C@H](CC1)NCC1=C(C=CC=C1)[N+](=O)[O-] (1R,3S)-N-(3-methoxy-4-methylphenyl)-3-(2-nitrobenzylamino)cyclopentanecarboxamide